1-(4-(1-(2-(3-(4-(4-amino-3-(4-phenoxyphenyl)-1H-pyrazolo[3,4-d]pyrimidin-1-yl)piperidin-1-yl)pyrrolidin-1-yl)ethyl)piperidin-4-yl)phenyl)dihydropyrimidine-2,4(1H,3H)-dione NC1=C2C(=NC=N1)N(N=C2C2=CC=C(C=C2)OC2=CC=CC=C2)C2CCN(CC2)C2CN(CC2)CCN2CCC(CC2)C2=CC=C(C=C2)N2C(NC(CC2)=O)=O